[Cl-].[Cl-].C(C)C1(C(=C(C(=C1C)C)C)C)[Zr+2]C1C(=CC2=C(C=CC(=C12)C)C)C (1-Ethyl-2,3,4,5-tetramethylcyclopentadienyl)(2,4,7-trimethylindenyl)zirconium dichloride